methyl 2-(5-bromo-2-hydroxybenzylidene-amino)-3-(4-hydroxyphenyl)propanoate BrC=1C=CC(=C(C=NC(C(=O)OC)CC2=CC=C(C=C2)O)C1)O